BrC=1C(=NC(=C(N1)C)C)C(=O)OC methyl 3-bromo-5,6-dimethyl-pyrazine-2-carboxylate